C1(CC1)C1=NOC(=N1)C12CCC(CC1)(CC2)CN(C(=O)C21CC(C2)(C1)F)C1=CC(=CC=C1)OC N-((4-(3-cyclopropyl-1,2,4-oxadiazol-5-yl)bicyclo[2.2.2]octan-1-yl)methyl)-3-fluoro-N-(3-methoxyphenyl)bicyclo[1.1.1]pentane-1-carboxamide